1-(4-cyano-3-(trifluoromethyl)phenyl)-N-(5-(4-(piperazin-1-ylmethyl)piperidin-1-yl)pyridin-2-yl)piperidine-4-carboxamide C(#N)C1=C(C=C(C=C1)N1CCC(CC1)C(=O)NC1=NC=C(C=C1)N1CCC(CC1)CN1CCNCC1)C(F)(F)F